FC1(CCN(CC1)S(=O)(=O)C1=C(C=CC=C1)C1=CC(=CC=C1)OC)C(=O)NC/C=C/S(=O)(=O)C1CCN(CC1)C(=O)OCC[Si](C)(C)C 2-trimethylsilylethyl 4-[(E)-3-[[4-fluoro-1-[2-(3-methoxyphenyl)phenyl]sulfonyl-piperidine-4-carbonyl]amino]prop-1-enyl]sulfonylpiperidine-1-carboxylate